S-methyl 4-[2-[(3-chlorophenyl)methoxy]ethyl-methyl-amino]-4-methyl-pent-2-ynethioate ClC=1C=C(C=CC1)COCCN(C(C#CC(SC)=O)(C)C)C